(S)-2-{4-[(methoxycarbonyl)amino]benzamido}-3-(4-nitrophenyl)-propionic acid methyl ester COC([C@H](CC1=CC=C(C=C1)[N+](=O)[O-])NC(C1=CC=C(C=C1)NC(=O)OC)=O)=O